(2S,5S)-4-(2,3-dimethyltetrahydrofuran-3-carbonyl)-2,3,4,5-tetrahydro-2,5-methanopyrido[3,4-f][1,4]oxazepine-9-carbonitrile CC1OCCC1(C(=O)N1C[C@H]2OC3=C([C@@H]1C2)C=NC=C3C#N)C